Racemic-4-fluoro-N-(1-(2-(2-methylpyrimidin-4-yl)-1,1a,2,6b-tetrahydrocyclopropa[b]indol-5-yl)cyclopropyl)benzamide 2,2,2-trifluoroacetate FC(C(=O)O)(F)F.FC1=CC=C(C(=O)NC2(CC2)C2=CC=3C4C(N(C3C=C2)C2=NC(=NC=C2)C)C4)C=C1